C(#N)C1=CN=C2N1C=C(C=C2)NC(=N)C2=NC(=CC=C2)C N-(3-cyanoimidazo[1,2-a]pyridin-6-yl)-6-methylpyridinecarboxamidine